CC=1C(=C2C=CC=C(C2=CC1)S(=O)(=O)O)N1C(C=CC1=O)=O 6-methyl-5-(2,5-dioxo-2,5-dihydro-1H-pyrrol-1-yl)naphthalene-1-sulfonic acid